C(C)C(COC1=CC=C(C=C1)C=1C(=NC=2C(N1)=C(SC2C=2SC=CC2)C=2SC=CC2)C2=CC=C(C=C2)OCC(CCCC)CC)CCCC 2,3-bis(4-(2-ethylhexyloxy)phenyl)-5,7-bis(thiophen-2-yl)thieno[3,4-B]pyrazine